Isopropyl 5-chloro-2-((4-oxopyrido[4,3-d]pyrimidin-3(4H)-yl)methyl)benzofuran-7-carboxylate ClC=1C=C(C2=C(C=C(O2)CN2C=NC3=C(C2=O)C=NC=C3)C1)C(=O)OC(C)C